guanidine hydrogencarbonate C(O)(O)=O.NC(=N)N